2-(4-(tert-butyl)benzoyl)hydrazine C(C)(C)(C)C1=CC=C(C(=O)NN)C=C1